diethyl amino ethyl methacrylate CCC/C(=C(\CC)/N)/C(=O)OCC